C1(CC1)N1C=CC=2C1=NC=CC2C2=C(C=1CCCC1C=C2)N 5-(1-cyclopropyl-1H-pyrrolo[2,3-b]pyridin-4-yl)-2,3-dihydro-1H-inden-4-amine